Methyl 2,6-difluoronicotinate FC1=C(C(=O)OC)C=CC(=N1)F